3-(3-aminocyclohexyl)-2-(pyridin-2-yl)-3H-imidazo[4,5-c]pyridine-6-carbonitrile NC1CC(CCC1)N1C(=NC2=C1C=NC(=C2)C#N)C2=NC=CC=C2